1-(7-(2-amino-7-fluoro-benzo[d]thiazol-4-yl)-6-chloro-8-fluoro-2-(((2R,7aS)-2-fluorotetrahydro-1H-pyrrolizin-7a(5H)-yl)methoxy)-quinazolin-4-yl)azepan-4-ol NC=1SC2=C(N1)C(=CC=C2F)C2=C(C=C1C(=NC(=NC1=C2F)OC[C@]21CCCN1C[C@@H](C2)F)N2CCC(CCC2)O)Cl